(R)-N-(2-(4-cyanothiazolidin-3-yl)-2-oxoethyl)-6-(3-(2,2-difluoroethyl)propan-3-yl-3-Methylazetidin-1-yl)quinoline-4-carboxamide C(#N)C1N(CSC1)C(CNC(=O)C1=CC=NC2=CC=C(C=C12)N1[C@@H](C(C1)C)C(CC)CC(F)F)=O